3-bromo-2-hydrazino-6-(trifluoromethyl)pyridine BrC=1C(=NC(=CC1)C(F)(F)F)NN